N1(CCCC1)CCNC(=O)C1=CNC=C1 1H-pyrrole-3-carboxylic acid (2-pyrrolidin-1-yl-ethyl) amide